ClC1=C(C=CC(=C1)OCC)C1=CN=CC(=N1)C(=O)N/N=C/C1=CC(=CC=C1)OC (E)-6-(2-chloro-4-ethoxyphenyl)-N'-(3-methoxybenzylidene)pyrazine-2-carbohydrazide